CN1C(=NN=C1)S[C@@H](C)C=1C=C(C=CC1)NC(=O)C=1C=C(C(=O)[O-])C=CN1 (S)-2-((3-(1-((4-methyl-4H-1,2,4-triazol-3-yl)thio)ethyl)phenyl)carbamoyl)isonicotinate